(cyclopropylmethyl)-1-{6-[2-(methoxymethoxy)-4-(2-methyl-1,3-thiazol-5-yl)phenyl]pyridazin-3-yl}-3-methylpyrrolidin-3-amine C1(CC1)CC1N(CCC1(N)C)C=1N=NC(=CC1)C1=C(C=C(C=C1)C1=CN=C(S1)C)OCOC